Dimethyl-tetrazolium CC=1N=NN[N+]1C